(2,3-difluoro-1,4-benzenediyl)bis(trimethylsilane) FC1=C(C=CC(=C1F)[Si](C)(C)C)[Si](C)(C)C